2-aminopyrimidine-5-methanol NC1=NC=C(C=N1)CO